4-bromo-2-fluoro-3-methylpyridine BrC1=C(C(=NC=C1)F)C